(6E)-6-[(6-chloro-2-methyl-2H-indazol-5-yl)imino]-3-[(1-methyl-1H-1,2,4-triazol-3-yl)methyl]-1-(2,4,5-trifluorobenzyl)-1,3,5-triazin-2,4-dione ClC=1C(=CC2=CN(N=C2C1)C)\N=C\1/NC(N(C(N1CC1=C(C=C(C(=C1)F)F)F)=O)CC1=NN(C=N1)C)=O